P(=O)(O)(O)OP(=O)(O)O phosphonooxide